C(C)N(C1=NC(=NC(=N1)N(C1=CC=CC=C1)C=1OC2=C(N1)C=CC=C2)N(CCC(C)C)CCCCCC)CCC(C)C Ethyl-hexyl-Bis-Isopentylbenzoxazolylphenyl-Melamine